C1(CC1)CN[C@H]1CN(CCC1)C1=CC(N(C=C1)C(C)C1=CN=C(S1)C1=NC(=CN=C1)N1CCCC1)=O 4-((R)-3-((cyclopropylmethyl)amino)piperidin-1-yl)-1-(1-(2-(6-(pyrrolidin-1-yl)pyrazin-2-yl)thiazol-5-yl)ethyl)pyridin-2(1H)-one